C(#N)C1=C(C=C2C(=N1)N(C=N2)CC(F)(F)F)NC(C(F)(F)F)=O N-[5-Cyano-3-(2,2,2-trifluoroethyl)imidazo[4,5-b]pyridin-6-yl]-2,2,2-trifluoroacetamide